2-((3-chloro-2-fluoro-6-(1H-tetrazol-1-yl)phenyl)amino)-2-oxoacetic acid ClC=1C(=C(C(=CC1)N1N=NN=C1)NC(C(=O)O)=O)F